3-(1-(4-chlorophenyl)cyclopropyl)-7-ethyl-2-(methylthio)-3,7-dihydro-6h-purin-6-one ClC1=CC=C(C=C1)C1(CC1)N1C(=NC(C=2N(C=NC12)CC)=O)SC